1-[4-({4-[(3S,4S)-3,4-difluoropyrrolidin-1-yl]-5-(trifluoromethyl)pyrimidin-2-yl}amino)-3-methoxyphenyl]piperidin-3-ol F[C@H]1CN(C[C@@H]1F)C1=NC(=NC=C1C(F)(F)F)NC1=C(C=C(C=C1)N1CC(CCC1)O)OC